C(C)C1CCC(CC1)C1=CC=C(C=C1)C=1OC2=C(N1)C=C(C=C2)S(=O)(=O)Cl 2-(4-((1r,4r)-4-ethylcyclohexyl)phenyl)benzo[d]oxazole-5-sulfonyl chloride